C(C1=CC=CC=C1)(=O)N1C[C@](CC1)(C1=CC(=C(C=C1)Cl)C)NC(=O)NC=1C=C2C=CN=CC2=CC1 N-[(3S)-1-benzoyl-3-(4-chloro-3-methylphenyl)pyrrolidin-3-yl]-N'-isoquinolin-6-ylurea